S(=O)(=O)(C1=CC=C(C)C=C1)N1C(C2(C3=CC=CC=C13)OCCC2)C(F)(F)F tosyl-2'-(trifluoromethyl)-4,5-dihydro-3H-spiro[furan-2,3'-indoline]